FC(OC1=CC=CC=2C(N([C@H]3C=4N([C@@H](C21)C3)C3=C(N4)C=CC(=C3)C#C[C@@H](C)NC(OC(C)(C)C)=O)C([2H])([2H])[2H])=O)F tert-butyl ((R)-4-((7R,14R)-1-(difluoromethoxy)-6-(methyl-d3)-5-oxo-5,6,7,14-tetrahydro-7,14-methanobenzo[f]benzo[4,5]imidazo[1,2-a][1,4]diazocin-11-yl)but-3-yn-2-yl)carbamate